(((3R,5R)-5-(fluoromethyl)-1-oxaspiro[2.5]octan-5-yl)methyl)-1H-benzo[d]imidazole-6-carbonitrile FC[C@]1(C[C@@]2(CO2)CCC1)CN1C=NC2=C1C=C(C=C2)C#N